tert-Butyl (2S,4R)-2-methyl-4-(4-methylpiperazin-1-yl)pyrrolidine-1-carboxylate C[C@@H]1N(C[C@@H](C1)N1CCN(CC1)C)C(=O)OC(C)(C)C